O=C1NC(CCC1N1C(C2=CC=C(C=C2C1=O)NC(CCN(C(OC(C)(C)C)=O)C)=O)=O)=O tert-butyl N-[3-[[2-(2,6-dioxo-3-piperidyl)-1,3-dioxo-isoindolin-5-yl]amino]-3-oxo-propyl]-N-methylcarbamate